FC1=C(C=C(C(=C1)C(F)(F)F)F)NS(=O)(=O)C1=CNC(=C1)C=1N(C=NC1)C N-[2,5-difluoro-4-(trifluoromethyl)phenyl]-5-(3-methylimidazol-4-yl)-1H-pyrrole-3-sulfonamide